N-((S)-1-(((S)-4-((2,6-dimethylpyridin-4-yl)oxy)-3-oxo-1-((S)-2-oxopyrrolidin-3-yl)butan-2-yl)amino)-4-methyl-1-oxopentan-2-yl)-4-methoxy-1H-indole-2-carboxamide CC1=NC(=CC(=C1)OCC([C@H](C[C@H]1C(NCC1)=O)NC([C@H](CC(C)C)NC(=O)C=1NC2=CC=CC(=C2C1)OC)=O)=O)C